CC1=NC(=CC=C1C1=CC(=NC2=C(N=CC=C12)C1=CC=NN1C1OCCCC1)N1[C@@H](COCC1)C)S(=O)(=O)C 4-[2-methyl-6-(methylsulfonyl)pyridin-3-yl]-2-[(3R)-3-methylmorpholin-4-yl]-8-[1-(tetrahydro-2H-pyran-2-yl)-1H-pyrazol-5-yl]-1,7-naphthyridine